benzyl (2-fluorophenyl) sulfide FC1=C(C=CC=C1)SCC1=CC=CC=C1